rac-4-[4-amino-2-(N-(2-amino-1-methyl-2-oxo-ethyl)-4-fluoro-anilino)thiazole-5-carbonyl]-N-(2-methoxyethyl)benzamide NC=1N=C(SC1C(=O)C1=CC=C(C(=O)NCCOC)C=C1)N(C1=CC=C(C=C1)F)[C@@H](C(=O)N)C |r|